2-[2-[[3-bromo-2-(trifluoromethyl)phenoxy]methyl]-7-azaspiro[3.5]nonan-7-yl]acetic acid BrC=1C(=C(OCC2CC3(C2)CCN(CC3)CC(=O)O)C=CC1)C(F)(F)F